CS(=O)(=O)C1=CN(C2=CC=CC=C12)C(=O)OC(C)(C)C tert-butyl 3-(methylsulfonyl)-1H-indole-1-carboxylate